triethylene glycol e-bis[3-(3-tert-butyl-5-methyl-4-hydroxyphenyl)propionate] C(C)(C)(C)C=1C=C(C=C(C1O)C)CCC(=O)OCCOCCOCCOC(CCC1=CC(=C(C(=C1)C)O)C(C)(C)C)=O